2-hydroxyphenyl β-D-glucopyranoside O([C@H]1[C@H](O)[C@@H](O)[C@H](O)[C@H](O1)CO)C1=C(C=CC=C1)O